CC=1SC2=C(N1)NC=C2CC(C)=O 1-(2-methyl-4H-pyrrolo[2,3-d]thiazol-6-yl)propan-2-one